CN([C@@H]1[C@H](CCCC1)OC1=NC=C(C=N1)C1=NC=CC=C1)C (1S,2S)-N,N-dimethyl-2-((5-(pyridin-2-yl)pyrimidin-2-yl)oxy)cyclohexan-1-amine